ClC1=C(C=CC=C1)CCNCCCSCCNC[C@H](O)C1=CC=C(C=2NC(SC21)=O)O 7-[(1R)-2-(2-{3-[2-(2-Chloro-phenyl)-ethylamino]-propylsulfanyl}-ethylamino)-1-hydroxyethyl]-4-hydroxy-3H-benzothiazol-2-one